C(C)N1CCN(CC1)C1=C(C=C(C=C1)C(=O)N1CCC(CC1)C1=CC=C(C=C1)OC1=NC=C(C=C1)C(F)(F)F)NS(=O)(=O)CC1=CC=CC=C1 N-(2-(4-ethylpiperazin-1-yl)-5-(4-(4-((5-(trifluoromethyl)pyridin-2-yl)oxy)phenyl)piperidine-1-carbonyl)phenyl)-1-phenylmethanesulfonamide